ClC=1C=C(C=C2C(=C(C=NC12)C#N)NCC(C)(C)C)N[C@H](C=1N=NN(C1)C1(CC1)C(F)(F)F)C=1C=CC=2N(C1)C=CN2 (S)-8-chloro-6-((imidazo[1,2-a]pyridin-6-yl(1-(1-(trifluoromethyl)cyclopropyl)-1H-1,2,3-triazol-4-yl)methyl)amino)-4-(neopentylamino)quinoline-3-carbonitrile